2-[3-(7-methyl-2,7-diazaspiro[3.5]non-2-yl)-1,2,4-triazin-6-yl]-5-(pyrimidin-2-yl)phenol trifluoroacetate FC(C(=O)O)(F)F.CN1CCC2(CN(C2)C=2N=NC(=CN2)C2=C(C=C(C=C2)C2=NC=CC=N2)O)CC1